(E)-1-(4-bromophenyl)-3-(dimethylamino)-2-propen-1-one BrC1=CC=C(C=C1)C(\C=C\N(C)C)=O